CC1CCC(N1C=C)=O 5-methyl-N-vinylpyrrolidone